1-(2-(4-(chloromethyl)phenoxy)ethyl)azetidine hydrochloride Cl.ClCC1=CC=C(OCCN2CCC2)C=C1